9H-fluoren-9-ylmethyl N-[(1S)-5-(tert-butoxycarbonylamino)-1-[3-[3-(tert-butoxycarbonylamino)propyl-[2-[tertbutyl(dimethyl)silyl]oxyethyl]amino]propylcarbamoyl]pentyl]carbamate C(C)(C)(C)OC(=O)NCCCC[C@@H](C(NCCCN(CCO[Si](C)(C)C(C)(C)C)CCCNC(=O)OC(C)(C)C)=O)NC(OCC1C2=CC=CC=C2C=2C=CC=CC12)=O